N-(4-(1-(3-(cyanomethyl)-1-(isopropylsulfonyl)azetidin-3-yl)-1,2,3,6-tetrahydropyridin-4-yl)-1H-pyrrolo[2,3-b]pyridin-6-yl)cyclopropylcarboxamide C(#N)CC1(CN(C1)S(=O)(=O)C(C)C)N1CCC(=CC1)C1=C2C(=NC(=C1)NC(=O)C1CC1)NC=C2